FC=1C=C(C=CC1N1CCOCC1)B(O)O (3-fluoro-4-morpholinophenyl)boronic acid